1-(5-bromo-4-methylpyridin-2-yl)cyclobutan-1-ol BrC=1C(=CC(=NC1)C1(CCC1)O)C